The molecule is a member of the class of purines that is carrying 9-cyclopentyl-9H-purine-2,8-diamine in which the amino groups at positions 2 and 8 are carrying 4-methoxyphenyl and 2-fluorophenyl substituents respectively. It has a role as a c-Jun N-terminal kinase inhibitor. It is a member of purines, a member of cyclopentanes, a monomethoxybenzene, a member of monofluorobenzenes, a substituted aniline and a secondary amino compound. COC1=CC=C(C=C1)NC2=NC=C3C(=N2)N(C(=N3)NC4=CC=CC=C4F)C5CCCC5